FC([C@](C)(O)C1=NOC=2C3=CN(N=C3C[C@@H](C21)C)C2CCC(CC2)(C)OCOC)(F)F (R)-1,1,1-trifluoro-2-((S)-7-((1r,4S)-4-(methoxymethoxy)-4-methylcyclohexyl)-4-methyl-5,7-dihydro-4H-isoxazolo[5,4-e]indazol-3-yl)propan-2-ol